(1-Methyl-1H-pyrazol-3-yl)methyl (1-((3-chloro-4-fluorophenyl) carbamoyl)-2-ethyl-2,4,5,6-tetrahydrocyclopenta[c]pyrrol-4-yl)carbamate ClC=1C=C(C=CC1F)NC(=O)C=1N(C=C2C1CCC2NC(OCC2=NN(C=C2)C)=O)CC